C(C)(C)C=1C(=NNC1C=1C=C(C=2N(C1)N=CN2)OC)C2=CC=C(C=C2)[C@H](C)N (S)-1-(4-(4-isopropyl-5-(8-methoxy-[1,2,4]triazolo[1,5-a]pyridin-6-yl)-1H-pyrazol-3-yl)phenyl)ethan-1-amine